capryloyl-carnitine hydrochloride Cl.C(CCCCCCC)(=O)C(O)(C[N+](C)(C)C)CC([O-])=O